CCCCCCCCCCCCCCCCCCCCCCCC(=O)N[C@@H](CO[C@H]1[C@@H]([C@H]([C@@H]([C@H](O1)CO)O[C@H]2[C@@H]([C@H]([C@H]([C@H](O2)CO)O[C@H]3[C@@H]([C@H]([C@H]([C@H](O3)CO)O)O[C@H]4[C@@H]([C@H]([C@H]([C@H](O4)CO)O)O[C@@]5(C[C@@H]([C@H]([C@@H](O5)[C@@H]([C@@H](CO)O)O)NC(=O)C)O)C(=O)O)O)NC(=O)C)O[C@@]6(C[C@@H]([C@H]([C@@H](O6)[C@@H]([C@@H](CO)O)O)NC(=O)C)O)C(=O)O)O)O)O)[C@@H](/C=C/CCCCCCCCCCCCC)O The molecule is a sialopentaosylceramide consisting of a alpha-Neu5Ac-(2->3)-beta-D-Gal-(1->3)-beta-D-GalNAc-(1->4)-[alpha-Neu5Ac-(2->3)]-beta-D-Gal-(1->4)-beta-D-Glucosyl unit attached to a Cer(d18:1/24:0). It has a role as a mouse metabolite. It derives from a tetracosanoic acid.